C(C)(C)[O-] monoisopropyl alcoholate